C1(CC1)C=1N=C(SC1)NC(C)=O N-(4-cyclopropylthiazol-2-yl)acetamide